CN1C(N(C2=NC(=NC=C12)C=1C(=NC=CC1)OCC(F)(F)F)CC1=CC=C(C=C1)C=1N(C=C(N1)C(F)(F)F)C)=N 7-methyl-9-[[4-[1-methyl-4-(trifluoromethyl)imidazol-2-yl]phenyl]methyl]-2-[2-(2,2,2-trifluoroethoxy)-3-pyridyl]purin-8-imine